C(CCCCCC)S Heptane-1-Thiol